4,4,5,5-tetramethyl-2-norbornan-2-yl-1,3,2-dioxaborolane CC1(OB(OC1(C)C)C1C2CCC(C1)C2)C